IC1=CC(=C(C(=C1)C)O)C 4-Iodo-2,6-dimethylphenol